NC1=C2C(=NC=N1)N(N=C2C2=NOC(=C2C2=NC=CC=C2)C2CC2)C2CC(C2)C(=O)OC Methyl 3-[4-amino-3-[5-cyclopropyl-4-(2-pyridyl)isoxazol-3-yl]pyrazolo[3,4-d]pyrimidin-1-yl]cyclobutanecarboxylate